C(C)OC(=O)C1[C@H]2CN(C[C@H]12)C(=O)OC(C)(C)C (1s,5s,6r)-3-azabicyclo[3.1.0]hexane-3,6-dicarboxylic acid O3-tert-butyl ester O6-ethyl ester